[4-(1-tert-butyl-1,2,4-triazol-3-yl)phenyl]-[4-(5-chlorooxazolo[4,5-b]pyridin-2-yl)piperazin-1-yl]methanone C(C)(C)(C)N1N=C(N=C1)C1=CC=C(C=C1)C(=O)N1CCN(CC1)C=1OC=2C(=NC(=CC2)Cl)N1